(S)-1-(4-(2-(3-bromo-4-((R)-3-chloro-2-hydroxypropoxy)phenyl)propan-2-yl)phenoxy)-3-(piperazin-1-yl)propan-2-ol BrC=1C=C(C=CC1OC[C@H](CCl)O)C(C)(C)C1=CC=C(OC[C@H](CN2CCNCC2)O)C=C1